Trans-stilbene-4,4'-diol C1(=CC=C(C=C1)O)\C=C\C1=CC=C(C=C1)O